CC1=CC=C(C=C1)S(=O)(=O)[O-].C1(CCCCC1)N=C=NCC[N+]1(CCOCC1)C 2-{[(cyclohexylimino)methylene]amino}ethyl-4-methylmorpholinium p-toluenesulfonate